C(=O)(C=C)C#N acryl cyanide